C(C)(C)(C)OC(CCCCCCN)=O 7-amino-heptanoic acid t-butyl ester